3-(1-oxo-5-((4-((5-(thiophen-2-yl)furan-2-yl)methyl)piperazin-1-yl)methyl)isoindolin-2-yl)piperidine-2,6-dione O=C1N(CC2=CC(=CC=C12)CN1CCN(CC1)CC=1OC(=CC1)C=1SC=CC1)C1C(NC(CC1)=O)=O